(2S,5S)-2-((6-bromo-3-methylpyridin-2-yl)carbamoyl)-5-methylpyrrolidine-1-carboxylic acid tert-butyl ester C(C)(C)(C)OC(=O)N1[C@@H](CC[C@@H]1C)C(NC1=NC(=CC=C1C)Br)=O